ClC=1C=NN(C(C1)=O)CC(=O)NC=1C=CC(=C(C1)S(=O)(=O)NCCC=1C=C(C(=O)O)C=CC1)C 3-[2-[[5-[[2-(4-chloro-6-oxo-pyridazin-1-yl)acetyl]amino]-2-methyl-phenyl]sulfonylamino]ethyl]benzoic acid